O=CCC=1N=C(SC1)NC(C)=O N-[4-(2-OXO-ETHYL)-THIAZOL-2-YL]ACETAMIDE